1-ETHYL-2,3-DIHYDRO-1H-INDEN C(C)C1CCC2=CC=CC=C12